FC=1C=NC=CC1C=1N=C(N=NC1C=1OC(=CN1)C)N (3-fluoro-4-pyridinyl)-6-(5-methyl-oxazol-2-yl)-1,2,4-triazin-3-amine